(S)-N-(3-(2-((2-hydroxyethyl)(methyl)amino)-6-morpholinopyridin-4-yl)-4-methylphenyl)-3-(2,2,2-trifluoroethyl)pyrrolidine-1-carboxamide OCCN(C1=NC(=CC(=C1)C=1C=C(C=CC1C)NC(=O)N1C[C@@H](CC1)CC(F)(F)F)N1CCOCC1)C